O=C1NC(CCC1N1C(C2=CC=CC(=C2C1)OCC(=O)N1CC(C1)C(=O)NC1=C(C=CC(=C1)CS(=O)(=O)N1CCC(CC1)=O)F)=O)=O 1-[2-[2-(2,6-dioxo-3-piperidyl)-1-oxo-isoindolin-4-yl]oxyacetyl]-N-[2-fluoro-5-[(4-oxo-1-piperidyl)sulfonylmethyl]phenyl]azetidine-3-carboxamide